CO[SiH3] Methoxysilan